BrC=1C=C(C=CC1)C#CC1CCN(CC1)C 4-((3-bromophenyl)ethynyl)-1-methylpiperidine